(Z)-1-(3-(2-isopropyl-5-methylphenyl)-4-oxothiazolidin-2-ylidene)-3-(2-methyl-4-(1-(4-(trifluoromethoxy)phenyl)-1H-imidazol-4-yl)phenyl)urea C(C)(C)C1=C(C=C(C=C1)C)N1/C(/SCC1=O)=N/C(=O)NC1=C(C=C(C=C1)C=1N=CN(C1)C1=CC=C(C=C1)OC(F)(F)F)C